ClC1=CC=C(C=C1)C1(CC1)C1=NOC(=N1)CC(C(=O)OC(C)(C)C)P(=O)(OCC)OCC tert-butyl 3-(3-(1-(4-chlorophenyl)cyclopropyl)-1,2,4-oxadiazol-5-yl)-2-(diethoxyphosphoryl)propanoate